4-ethyl-1,3-hexadiene C(C)C(=CC=C)CC